FC(C=1OC2=C(C1C(=O)O)C=C(C=C2)OCC=2C(=NC=CC2)OC)F 2-(difluoromethyl)-5-((2-methoxypyridin-3-yl)methoxy)benzofuran-3-carboxylic acid